4-(((1S,4S)-4-Hydroxycyclohexyl)amino)-N-(4-(4-methylpiperazin-1-yl)phenyl)-6-oxo-1,6-dihydropyrimidine-5-carboxamide OC1CCC(CC1)NC=1N=CNC(C1C(=O)NC1=CC=C(C=C1)N1CCN(CC1)C)=O